1-(5-chloro-3-fluoropyridin-2-yl)-4-(4-fluorobenzyl)-3-((1s,3s)-3-methoxycyclobutyl)piperazine-2,5-dione ClC=1C=C(C(=NC1)N1C(C(N(C(C1)=O)CC1=CC=C(C=C1)F)C1CC(C1)OC)=O)F